OC1CN(C2C1NOC2)C(=O)OC(C)(C)C tert-butyl 6-hydroxytetrahydro-1H-pyrrolo[3,2-c]isoxazole-4(5H)-carboxylate